COC=1C=C(C(=O)OC)C=C(C1NC)[N+](=O)[O-] methyl 3-methoxy-4-(methylamino)-5-nitro-benzoate